(E)-1-Phenyl-2-m-tolylethene C1(=CC=CC=C1)\C=C\C=1C=C(C=CC1)C